C(C)N([C@@H](CC(C)C)C(=O)C=1C(=C(C2=CC=CC=C2C1)S(=O)(=O)O)N)CC N,N-diethyl-leucyl-aminonaphthalenesulfonic acid